C(C)(C)(C)OC(=O)\N=C(\NC(OC(C)(C)C)=O)/N1CCC(=CC1)C1=CC=C(C=C1)C(NC1=CC=C(C=C1)CCN/C(=N/C)/N(C)C)=O tert-butyl N-[(Z)-{[(tert-butoxy)carbonyl]imino}(4-{4-[(4-{2-[(Z)-N',N',N''-trimethylcarbamimidamido]ethyl}phenyl)carbamoyl]phenyl}-1,2,3,6-tetrahydropyridin-1-yl)methyl]carbamate